tert-butyl-(endo)-5-((3-amino-2-(3-(dimethylamino)azetidin-1-yl)-8-fluoro-7-(3-hydroxynaphthalen-1-yl)-6-methylquinolin-4-yl)amino)-2-azabicyclo[2.1.1]hexane C(C)(C)(C)C12NCC(C1NC1=C(C(=NC3=C(C(=C(C=C13)C)C1=CC(=CC3=CC=CC=C13)O)F)N1CC(C1)N(C)C)N)C2